(5-(phosphonooxy)pentyl)carbamate P(=O)(O)(O)OCCCCCNC([O-])=O